O=C1NC(CCC1N1C(C2=CC=C(C=C2C1=O)NCCCN1CCN(CC1)CCOC1=CC=C(C=C1)\C(=C(\CC)/C1=CC=CC=C1)\C1=CC=C(C=C1)O)=O)=O (Z)-2-(2,6-dioxopiperidin-3-yl)-5-((3-(4-(2-(4-(1-(4-hydroxyphenyl)-2-phenylbut-1-en-1-yl)phenoxy)ethyl)piperazin-1-yl)propyl)amino)isoindoline-1,3-dione